(1S,4r)-4-(3-(((R)-2-(3-Fluorophenyl)-2-hydroxyethyl)amino)propyl)-cyclohexan-1-ol FC=1C=C(C=CC1)[C@H](CNCCCC1CCC(CC1)O)O